2-methyl-N-(1-methyl-1H-pyrazol-5-yl)-5-((4-methylthiazol-5-yl)methoxy)benzofuran-3-carboxamide CC=1OC2=C(C1C(=O)NC1=CC=NN1C)C=C(C=C2)OCC2=C(N=CS2)C